1-(4-{3-[(1r,3R,5S,7r)-3,5-dimethyladamantan-1-yl]ureido}-3-chlorobenzoyl)piperidine-3-carboxylic acid C[C@]12CC3(CC(C[C@@](C1)(C3)C)C2)NC(NC2=C(C=C(C(=O)N3CC(CCC3)C(=O)O)C=C2)Cl)=O